FC(C=1C=C(C=C(C1)C(F)(F)F)C1CCN(CC1)C(=O)C1=NNC=2CNCCC21)(F)F (4-(3,5-bis(trifluoromethyl)phenyl)piperidin-1-yl)(4,5,6,7-tetrahydro-1H-pyrazolo[3,4-c]pyridin-3-yl)methanone